CN(CC1=CC=CC=C1)C N,N-dimethyl-1-phenylmethanamine